5-(4,6-dimethylpyrimidin-2-yl)hexahydropyrrolo[3,4-c]pyrrol-2(1H)-ylmethanone CC1=NC(=NC(=C1)C)N1CC2C(C1)CN(C2)C=O